IC1=CC(=CNC1=O)C=O 5-IODO-6-OXO-1,6-DIHYDRO-3-PYRIDINECARBALDEHYDE